FC1=C(C=CC=C1F)[C@H]([C@H]1[C@@H]2N(C(C=3N1N=CC(C3OCOC([C@@H](N)C(C)C)=O)=O)=O)CCC2)C2=CC=CC=C2 L-Valin (((9aR,10S)-10-((R)-(2,3-difluorophenyl) (phenyl) methyl)-3,5-dioxo-3,5,8,9,9a,10-hexahydro-7H-pyrrolo[1',2':4,5]pyrazino[1,2-b]pyridazin-4-yl)oxy)methylester